cyclohexyl (methacrylate) C(C(=C)C)(=O)OC1CCCCC1